N=S1(CCC(CC1)C(=O)NC1=C(C=CC(=C1)OC1=CC=C(C=C1)C(F)(F)F)OC)=O 1-Imino-N-(2-methoxy-5-(4-(trifluoromethyl)phenoxy)phenyl)-hexahydro-1λ6-thiopyran-4-carboxamide 1-oxide